Cl.C(C)N=C=N 3-ethylcarbodiimide hydrochloride